ClC=1C2=C(N=C(N1)C(C)C)C=NN2 7-chloro-5-isopropyl-1H-pyrazolo[4,3-d]pyrimidine